C(CC(C)C)(=O)O isopentanoic acid